4-(4,4,5,5-tetramethyl-1,3,2-dioxaborolan-2-yl)-1-[2-(trifluoromethoxy)ethyl]-1H-pyrazole CC1(OB(OC1(C)C)C=1C=NN(C1)CCOC(F)(F)F)C